C1(=CC=CC=C1)C1=NC(=NC(=N1)C1=CC=CC=C1)C=1C=C(C=CC1)C1=CC(=CC=C1C1=CC=CC=C1)B1OCC(CO1)(C)C 4,6-diphenyl-2-[3'-(5,5-dimethyl-1,3,2-dioxaborinan-2-yl)-1,1':6',1''-terphenyl-3-yl]-1,3,5-triazine